C(CCC)C1=C(C(=C(C(N1)=O)S(=O)(=O)C1=CC=C(C=N1)C1=C(C(=NC=C1)N1CCOCC1)F)O)C1=C(C=CC=C1OC)OC 6-butyl-5-(2,6-dimethoxyphenyl)-3-((3'-fluoro-2'-morpholino-[3,4'-bipyridin]-6-yl)sulfonyl)-4-hydroxypyridin-2(1H)-one